[2-(6-amino-3-pyridinyl)ethynyl]-2-[1H-benzimidazol-2-yl-(5-fluoro-2-hydroxy-phenyl)methyl]isoindolin-1-one NC1=CC=C(C=N1)C#CC1N(C(C2=CC=CC=C12)=O)C(C1=C(C=CC(=C1)F)O)C1=NC2=C(N1)C=CC=C2